FC1=C(C(=O)NC2CN(CCC2)C=2N=NC(=CC2)C2=C(C=CC=C2)OC)C=CC(=C1)F 2,4-difluoro-N-(1-(6-(2-methoxyphenyl)pyridazin-3-yl)piperidin-3-yl)benzamide